ClC1=CC(=C(C=C1)[C@@H]1COC2=CC=CC(=C2C1)C1CCN(CC1)CC1=NC=2C(=NC(=CC2)C(=O)O)N1C[C@H]1OCC1)F 2-((4-((R)-3-(4-chloro-2-fluorophenyl)chroman-5-yl)piperidin-1-yl)methyl)-3-(((S)-Oxetan-2-yl)methyl)-3H-imidazo[4,5-b]pyridine-5-carboxylic acid